CN1N=CC(=C1)NC1=NC=C(C(=N1)NCCC1=NC=CC=C1)C(=O)N 2-[(1-methyl-1H-pyrazol-4-yl)amino]-4-[[2-(pyridin-2-yl)ethyl]amino]pyrimidin-5-carboxamide